2-[2-[3-bromo-2-(trifluoromethyl)phenoxy]-7-azaspiro[3.5]nonan-7-yl]acetic acid BrC=1C(=C(OC2CC3(C2)CCN(CC3)CC(=O)O)C=CC1)C(F)(F)F